C(C)(=O)C(C(C(O)C(C)=O)(O)CCCCCCCCCCCC)O Diacetyl-monolauryl-glycerol